[Si](OC)(OC)(OC)OC tetramethyl ortho-silicate